O=C1NC(CCC1N1C(C2=CC=C(C=C2C1)N1CCN(CC1)CCNC(=O)C=1C2=C(NC1C)\C(\CC2)=C\2/C(NC1=CC=C(C=C21)F)=O)=O)=O (Z)-N-(2-(4-(2-(2,6-dioxopiperidin-3-yl)-1-oxoisoindolin-5-yl)piperazin-1-yl)ethyl)-6-(5-fluoro-2-oxoindolin-3-ylidene)-2-methyl-1,4,5,6-tetrahydrocyclopenta[b]pyrrole-3-carboxamide